Cl.FC1=CC=C(C=C1)NC(=O)C1(CC1)C(=O)NC1=CC=C(C=C1)OC1=CC=NC2=CC(=CC=C12)C1=NN(C=C1)C 1-N'-(4-fluorophenyl)-1-N-[4-[7-(1-methylpyrazol-3-yl)quinolin-4-yl]Oxyphenyl]Cyclopropane-1,1-dicarboxamide hydrochloride